C(C1=CC=CC=C1)OC=1C(C(=CN2C1C(N1CCCC(C2C1)O)=O)C(=O)NCC1=C(C=C(C=C1F)F)F)=O 12-(benzyloxy)-6-hydroxy-1,11-dioxo-N-(2,4,6-trifluorobenzyl)-1,4,5,6,7,11-hexahydro-3H-2,7-methanopyrido[1,2-a][1,4]diazonine-10-carboxamide